B(C1=CC=C(S1)Br)(O)O 5-bromothiopheneboronic acid